4-methylcyclohexyl-ethyl-dimethoxysilane CC1CCC(CC1)[Si](OC)(OC)CC